BrC1=CC=CC(=N1)NC1CCN(CC1)C(=O)OC(C)(C)C tert-butyl 4-[(6-bromopyridin-2-yl)amino]piperidine-1-carboxylate